FC(OC1=C(C=CC=C1)[C@@H]1CCN2N1C=1C=C(C=CC1C2=O)C=2C=NC(=NC2)NC[C@@H]2CNC(C2)=O)F (S)-3-(2-(difluoromethoxy)phenyl)-6-(2-((((R)-5-oxopyrrolidin-3-yl)methyl)amino)pyrimidin-5-yl)-2,3-dihydropyrazolo[1,2-a]indazol-9(1H)-one